C(C=C)(=O)N1CC2(C1)CN(CC2)C2=NC(=NC(=C2C#N)C2=CC(=CC1=CC=CC=C21)O)OC[C@H]2N(CCC2)C (S)-4-(2-acryloyl-2,6-diazaspiro[3.4]octan-6-yl)-6-(3-hydroxynaphthalen-1-yl)-2-((1-methylpyrrolidin-2-yl)methoxy)pyrimidine-5-carbonitrile